COC(C1=CC(=CC=C1)NCC1=CN=CN1CC)=O 3-(((1-ethyl-1H-imidazol-5-yl)methyl)amino)benzoic acid methyl ester